C(C)(=O)C=CC1=CC=CC=C1 acetylstyrene